CC1(CCCC2(C3CCC(CC3CCC12)(C=C)C)C)C=O 1,4a,7-Trimethyl-7-vinyl-1,2,3,4,4a,4b,6,7,8,9,10,10a-dodecahydrophenanthren-1-carbaldehyd